[C@H]12COC[C@@H]2C1NC(=O)C=1C=C(C2=C(C(CO2)C2=CC=C(C=C2)O)C1)C(=O)NC N5-((1R,5S,6r)-3-Oxabicyclo[3.1.0]hexan-6-yl)-3-(4-hydroxyphenyl)-N7-methyl-2,3-dihydrobenzofuran-5,7-dicarboxamid